(10-bromodecyl)-5,6-dimethoxy-3-methyl-phenol BrCCCCCCCCCCC1=C(C(=C(C=C1C)OC)OC)O